4-fluoro-N2-(2-methoxyethyl)benzene-1,2-diamine FC=1C=C(C(=CC1)N)NCCOC